N(=[N+]=[N-])[C@H]1C[C@@H]2N([C@H](OC2)C2=CC=CC=C2)C1=O (3R,6S,7aS)-6-azido-3-phenyltetrahydropyrrolo[1,2-c]oxazol-5(3H)-one